HexadeCyl-trimethyl-ammonium Bromid [Br-].C(CCCCCCCCCCCCCCC)[N+](C)(C)C